C1(=CC=CC=C1)N1C(=NC2=C1C=CC=C2)C2=C(C=CC=C2)[O-] 2-(1-phenyl-1H-benzo[d]imidazol-2-yl)-phenolat